NC1=NC=C(C2=C1C=NN2COCC[Si](C)(C)C)NC(=O)C(=O)N(CC2=NC=CC=C2)CC2=CC=C(C=C2)C N-[4-amino-1-(2-trimethylsilylethoxymethyl)pyrazolo[4,3-c]pyridin-7-yl]-N'-(p-tolylmethyl)-N'-(2-pyridylmethyl)oxamide